1-(4-Chloro-2-fluorophenyl)-3-[(3R)-1-[2'-(dimethylphosphoryl)-3,5-difluoro-[1,1'-biphenyl]-4-yl]-2-oxopiperidin-3-yl]urea ClC1=CC(=C(C=C1)NC(=O)N[C@H]1C(N(CCC1)C1=C(C=C(C=C1F)C1=C(C=CC=C1)P(=O)(C)C)F)=O)F